N-(4-((2-(1,1-difluoroethyl)-6-methylpyrimidin-4-yl)amino)-5-((3-methyl-1,2,4-thiadiazol-5-yl)methoxy)pyridin-2-yl)acetamide FC(C)(F)C1=NC(=CC(=N1)NC1=CC(=NC=C1OCC1=NC(=NS1)C)NC(C)=O)C